4-(1H-indol-3-yl)-1H-pyrrole-2,5-dione N1C=C(C2=CC=CC=C12)C1=CC(NC1=O)=O